(S)-N-(1-(2,3-dihydro-1H-inden-1-yl)-1H-pyrazol-4-yl)-5-(furan-2-yl)isoxazole-3-carboxamide [C@@H]1(CCC2=CC=CC=C12)N1N=CC(=C1)NC(=O)C1=NOC(=C1)C=1OC=CC1